NC1=C(C2=C(S1)C(=CC=C2C2=C1C=NN3C1=C(C(=C2F)F)C(N2[C@H](CC3)CNCC2)=O)F)C#N 2-Amino-4-((R)-1,2-difluoro-14-oxo-8,8a,9,10,11,12-hexahydro-7H,14H-pyrazino[1',2':5,6][1,5]diazocino[3,2,1-hi]indazol-3-yl)-7-fluorobenzo[b]thiophene-3-carbonitrile